(S)-3-((6'-Chloro-3-(2,2,2-trifluoroethoxy)-[2,3'-bipyridin]-4'-yl)amino)butan-1-ol ClC1=CC(=C(C=N1)C1=NC=CC=C1OCC(F)(F)F)N[C@H](CCO)C